(E)-4-(bromo(o-tolyl)methylene)-3-((phenylsulfonyl)methyl)benzopyran Br\C(=C/1\C(=COC2=C1C=CC=C2)CS(=O)(=O)C2=CC=CC=C2)\C2=C(C=CC=C2)C